Cl.N1N=CC=2C1=NC=NC2 pyrazolo[3,4-d]pyrimidine hydrochloride